C(C=C)(=O)N1[C@@H]2CN([C@@H]2CC1)C1=C(C(=NC2=C(C(=CC=C12)C1=CC=CC2=CC=CC(=C12)Cl)F)OC[C@H]1N(C[C@@H](C1)F)C)CC#N 4-((1R,5R)-2-acryloyl-2,6-diazabicyclo[3.2.0]hept-6-yl)-7-(8-chloronaphthalen-1-yl)-8-fluoro-2-(((2S,4R)-4-fluoro-1-methylpyrrolidin-2-yl)methoxy)quinoline-3-acetonitrile